(2-((2R,3S,4S,5S,6S)-6-(2-azidoethoxy)-3,4,5-trihydroxytetrahydro-2H-pyran-2-yl)ethyl)phosphonic acid N(=[N+]=[N-])CCO[C@@H]1[C@H]([C@H]([C@@H]([C@H](O1)CCP(O)(O)=O)O)O)O